tert-Butyl 6-(4-((3-chloro-2-fluorophenyl)amino)pyrido[3,2-d]pyrimidin-6-yl)-1,6-diazaspiro[3.3]heptane-1-carboxylate ClC=1C(=C(C=CC1)NC=1C2=C(N=CN1)C=CC(=N2)N2CC1(CCN1C(=O)OC(C)(C)C)C2)F